N-(4-chloro-3-{4-[6-(difluoromethoxy)pyridin-3-yl]-6-oxo-1,6-dihydropyrimidin-2-yl}-2-fluorobenzyl)isobutyramide ClC1=C(C(=C(CNC(C(C)C)=O)C=C1)F)C=1NC(C=C(N1)C=1C=NC(=CC1)OC(F)F)=O